BrC1=CC2=C(C(=CC=3C(C=4C=CC=CC4C23)(C)C)O)C(=C1)Br 2,4-dibromo-7,7-dimethyl-7H-benzo[c]fluoren-5-ol